N-erucyl-linoleamide C(CCCCCCCCCCC\C=C/CCCCCCCC)NC(CCCCCCC\C=C/C\C=C/CCCCC)=O